4,6-dibromo-2-chloropyrimidine BrC1=NC(=NC(=C1)Br)Cl